tris(di-methylaminopropyl)hexahydro-1,3,5-triazine CN(C)CCCN1CN(CN(C1)CCCN(C)C)CCCN(C)C